Phenyl-4-methoxybenzoate C1(=CC=CC=C1)OC(C1=CC=C(C=C1)OC)=O